4-azido-2-(2,6-dioxopiperidin-3-yl)-isoindole-1,3-dione N(=[N+]=[N-])C1=C2C(N(C(C2=CC=C1)=O)C1C(NC(CC1)=O)=O)=O